ethyl 4-[(1-tert-butoxycarbonyl-4-piperidyl)-methyl-amino]-6-cyano-2-methylsulfanyl-pyrimidine-5-carboxylate C(C)(C)(C)OC(=O)N1CCC(CC1)N(C1=NC(=NC(=C1C(=O)OCC)C#N)SC)C